C1(=CC=C(C=C1)C1=C2C(OC(C2=CC=C1C(=O)[O-])=O)=O)C1=C2C(OC(C2=CC=C1C(=O)[O-])=O)=O 1,4-phenylenebis(1,3-dioxo-1,3-dihydroisobenzofuran-5-carboxylate)